ClC1=CC=C(N=N1)OC1=CC2=C(CN(C(O2)=O)CC2=C(C(=CC=C2)CN2C(OCC2)=O)F)C=C1 7-(6-chloro-3-pyridazinyloxy)-3-({2-fluoro-3-[(2-oxo-1,3-oxazolidin-3-yl)methyl]phenyl}methyl)-3,4-dihydro-2H-1,3-benzoxazin-2-one